ClC=1C=CC2=C(N=C(O2)C=2C(OC3=C(C2)C=CC(=C3)N(CC)CC)=O)C1 3-(5-chloro-2-benzoxazolyl)-7-(diethylamino)-2H-1-benzopyran-2-one